cyclopropane-1,2-diyldimethanol C1(C(C1)CO)CO